C(C=C)(=O)N1CC(C1)CN1C(C=NC2=CC(=CC=C12)C1=CC(=CC2=CC=CC=C12)O)=O 1-((1-acryloylazetidin-3-yl)methyl)-6-(3-hydroxynaphthalen-1-yl)quinoxalin-2(1H)-one